(S)-3-(3-(4-hydroxy-1,6-dimethyl-2-oxo-1,2-dihydropyridin-3-yl)ureido)-3-(3'-methoxy-6-(trifluoromethoxy)biphenyl-3-yl)propionic acid OC1=C(C(N(C(=C1)C)C)=O)NC(N[C@@H](CC(=O)O)C=1C=C(C(=CC1)OC(F)(F)F)C1=CC(=CC=C1)OC)=O